N-[(3R,4S)-1-(4,4-difluorocyclohexanecarbonyl)-4-fluoropyrrolidin-3-yl]benzamide FC1(CCC(CC1)C(=O)N1C[C@H]([C@H](C1)F)NC(C1=CC=CC=C1)=O)F